3-(2,5-difluorophenyl)piperazine-1-carboxylic acid tert-butyl ester C(C)(C)(C)OC(=O)N1CC(NCC1)C1=C(C=CC(=C1)F)F